[As].F Hydrofluoric acid arsenic